rac-1-(5-chloro-2-fluorophenyl)ethanamine ClC=1C=CC(=C(C1)[C@@H](C)N)F |r|